tert-butyl (4S)-4-(carbamoylmethyl)-3,3-difluoropiperidine-1-carboxylate C(N)(=O)C[C@H]1C(CN(CC1)C(=O)OC(C)(C)C)(F)F